N-(3,4-dichlorophenyl)-2-(5-methyl-1,3,4-oxadiazol-2-yl)-5-oxo-1-pyrazinecarboxamide ClC=1C=C(C=CC1Cl)NC(=O)N1C(C=NC(C1)=O)C=1OC(=NN1)C